COC1=C(CN(C=2C=3N(C(=CN2)NC(C(=O)OCC)=O)C=NC3)CC3=CC=C(C=C3)OC)C=CC(=C1)OC ethyl 2-((8-((2,4-dimethoxybenzyl) (4-methoxybenzyl) amino) imidazo[1,5-a]pyrazin-5-yl) amino)-2-oxoacetate